(3S,10R)-7-(4-acryloylpiperazin-1-yl)-10-(2,4-difluorophenyl)-3-((4-ethylpiperazin-1-yl)methyl)-9-(trifluoromethyl)-2,3-dihydro-5H-[1,4]thiazino[2,3,4-ij]quinazolin-5-one C(C=C)(=O)N1CCN(CC1)C1=NC(N2C3=C(C(=C(C=C13)C(F)(F)F)C1=C(C=C(C=C1)F)F)SC[C@@H]2CN2CCN(CC2)CC)=O